2-(4-acetylphenyl)-7,7-dimethyl-10-nitro-5,12b-dihydro-1H,7H-chromeno[4,3-c][1,2,4]triazolo[1,2-a]Pyridazine C(C)(=O)C1=CC=C(C=C1)N1CN2N(CC=C3C2C=2C=CC(=CC2OC3(C)C)[N+](=O)[O-])C1